ClC1=C(C=C(OCC(=O)NC23C[C@@H](C(CC2)(CC3)NC(=O)[C@H]3OC2=C(CC3)C=C(C=C2)F)O)C=C1)F (2S)-N-{(2S)-4-[2-(4-chloro-3-fluorophenoxy)acetamido]-2-hydroxybicyclo[2.2.2]octan-1-yl}-6-fluoro-3,4-dihydro-2H-1-benzopyran-2-carboxamide